OC[C@@H]1N(CCC1)C1=CC=CC(=N1)C1=NC2=CC(=NC=C2C=C1)CNC(C1=CN=CC(=C1)S(=O)(=O)C)=O (R)-N-((2-(6-(2-(hydroxymethyl)pyrrolidin-1-yl)pyridin-2-yl)-1,6-naphthyridin-7-yl)methyl)-5-(methylsulfonyl)nicotinamide